(R)-4-(2-(3-fluoro-4-(trifluoromethyl)phenyl)-2H-pyrazolo[3,4-d]pyrimidin-4-yl)-1-methyl-N-(4-(methylthio)benzyl)piperazine-2-carboxamide FC=1C=C(C=CC1C(F)(F)F)N1N=C2N=CN=C(C2=C1)N1C[C@@H](N(CC1)C)C(=O)NCC1=CC=C(C=C1)SC